((6-fluoro-4-(4,4,5,5-tetramethyl-1,3,2-dioxaborolan-2-yl)-5-((triisopropylsilyl)ethynyl)naphthalen-2-yl)oxy)triisopropyl-silane FC=1C(=C2C(=CC(=CC2=CC1)O[Si](C(C)C)(C(C)C)C(C)C)B1OC(C(O1)(C)C)(C)C)C#C[Si](C(C)C)(C(C)C)C(C)C